O-[2-(3-chloro-allyloxy)-2-(2-methyl-cyclopropyl)-ethyl]-hydroxylamine ClC=CCOC(CON)C1C(C1)C